C(CCC)OP(=O)(OCCCC)[O-].C[N+](C)(C)C Tetramethylammonium dibutylphosphat